N1C(=CC=C1)C1=C(C=CC=C1)C=CC1=CC=CC=C1 mono(azol-2-yl)stilbene